2,6-Dimethoxy-3-(5-phenyl-tetrazol-2-yl)-pyrazine COC1=NC(=CN=C1N1N=C(N=N1)C1=CC=CC=C1)OC